CCC(C(CC)O)O 3,4-hexanediol